N-(2-methyl-5-(5-methyl-1,2,4-oxadiazol-3-yl)phenyl)-6-(thiazol-4-yl)imidazo[1,2-a]pyridine-3-carboxamide CC1=C(C=C(C=C1)C1=NOC(=N1)C)NC(=O)C1=CN=C2N1C=C(C=C2)C=2N=CSC2